C[C@@H]1C[C@@H]([C@H]([C@@H](O1)O[C@H]2[C@H](C[C@@]3(CO3)C(=O)[C@@H]([C@H]([C@H]([C@H](OC(=O)[C@@H]([C@H]([C@@H]2C)O[C@H]4C[C@@H]([C@H]([C@@H](O4)C)OC(=O)C)OC)C)C)C)OC(=O)C)C)C)OC(=O)C)N(C)C The molecule is a semi-synthetic macrolide antibiotic obtained by acetylation of the three free hydroxy groups of oleandomycin. Troleandomycin is only found in individuals that have taken the drug. It has a role as an EC 1.14.13.97 (taurochenodeoxycholate 6alpha-hydroxylase) inhibitor and a xenobiotic. It is a macrolide antibiotic, a polyketide, a monosaccharide derivative, an epoxide, an acetate ester and a semisynthetic derivative. It derives from an oleandomycin.